3-fluoro-2-hydroxypropane lithium [Li].FCC(C)O